bis(2,4,6-trimethylphenyl)boron fluoride CC1=C(C(=CC(=C1)C)C)B(C1=C(C=C(C=C1C)C)C)F